8-fluoro-3-(2-fluorobenzyl)-7-(((2-hydroxyethyl)amino)methyl)-5-methyl-3,5-dihydro-4H-pyridazino[4,5-b]indol-4-one FC1=CC=2C3=C(N(C2C=C1CNCCO)C)C(N(N=C3)CC3=C(C=CC=C3)F)=O